tert-butyl N-tert-butoxycarbonyl-N-(6-dimethylphosphoryl-4-methoxy-3-pyridyl)carbamate C(C)(C)(C)OC(=O)N(C(OC(C)(C)C)=O)C=1C=NC(=CC1OC)P(=O)(C)C